2-amino-5-cyano-3-methylbenzamide NC1=C(C(=O)N)C=C(C=C1C)C#N